(2-fluoro-6-(pyrimidin-2-yl)phenyl)((1S,4R,6R)-6-((5-(trifluoromethyl)pyridin-2-yl)oxy)-2-azabicyclo[2.2.1]heptan-2-yl)methanone FC1=C(C(=CC=C1)C1=NC=CC=N1)C(=O)N1[C@@H]2[C@@H](C[C@H](C1)C2)OC2=NC=C(C=C2)C(F)(F)F